C1(CC1)CN1C(=CC=2C1=NC(=CC2)S(=O)(=O)C)C2=NC1=C(N2C)C(=CC(=C1)C(=O)N1C[C@@H](CCC1)NC(OC(C)(C)C)=O)OC tert-butyl (R)-(1-(2-(1-(cyclopropylmethyl)-6-(methylsulfonyl)-1H-pyrrolo[2,3-b]pyridin-2-yl)-7-methoxy-1-methyl-1H-benzo[d]imidazole-5-carbonyl)piperidin-3-yl)carbamate